C1(CCCCC1)N(C(CCN1C(=NC2=C1C=NC=C2)[C@@H]2CC[C@H](CC2)CC)=O)CC N-cyclohexyl-N-ethyl-3-[2-(trans-4-ethylcyclohexyl)-3H-imidazo[4,5-c]pyridin-3-yl]propanamide